1-((4-bromobenzyl)oxy)-3-iodopropan-2-one BrC1=CC=C(COCC(CI)=O)C=C1